N-acetylgalactopyranosylamine C(C)(=O)NC1[C@H](O)[C@@H](O)[C@@H](O)[C@H](O1)CO